NC1C=CC(C(=O)[O-])=C(O)C=1.O.O.[Na+] Para-aminosodium salicylate